Disecbutyl disulfide C(C)(CC)SSC(C)CC